(3R)-3-(2-(5-amino-2-(furan-2-yl)-7H-pyrazolo[4,3-e][1,2,4]triazolo[1,5-c]pyrimidin-7-yl)-2-phenylpropionamido)piperidine-1-carboxylic acid tert-butyl ester C(C)(C)(C)OC(=O)N1C[C@@H](CCC1)NC(C(C)(C1=CC=CC=C1)N1N=CC=2C=3N(C(=NC21)N)N=C(N3)C=3OC=CC3)=O